C(CCCCC(=O)[O-])(=O)OC(OC=1C=CC(=C2C=CC=NC12)[N+](=O)[O-])OC=1C=CC(=C2C=CC=NC12)[N+](=O)[O-] Bis(5-nitroquinolin-8-yloxy)-methyl adipate